meta-aminobenzenesulfonamide NC=1C=C(C=CC1)S(=O)(=O)N